3-isopropyl-5-amino-1,2,4-thiadiazole C(C)(C)C1=NSC(=N1)N